(R)-2-(2-((2-amino-6-bromo-4-(methoxycarbonyl)phenyl)amino)propoxy)acetic acid NC1=C(C(=CC(=C1)C(=O)OC)Br)N[C@@H](COCC(=O)O)C